NC=1C(=NC=C(N1)N1CCC(CC1)(C)CN)SC=1C(=C(C=CC1)NC(=O)NS(=O)(=O)C1=C(C=CC=C1)F)Cl N-((3-((3-amino-5-(4-(aminomethyl)-4-methylpiperidin-1-yl)pyrazin-2-yl)thio)-2-chlorophenyl)carbamoyl)-2-fluorobenzenesulfonamide